CC(C)(C)C1=CC(=CC(=C1)Br)Br 3,5-dibromo-t-butylbenzene